lead-zirconium tartrate C(=O)([O-])C(O)C(O)C(=O)[O-].[Zr+4].[Pb+2].C(=O)([O-])C(O)C(O)C(=O)[O-].C(=O)([O-])C(O)C(O)C(=O)[O-]